methyl 2-[3-[2-(5-isopropoxy-1-tetrahydropyran-2-yl-indazol-3-yl)pyrimidin-4-yl]-5-methyl-pyrazole-1-yl]propionate C(C)(C)OC=1C=C2C(=NN(C2=CC1)C1OCCCC1)C1=NC=CC(=N1)C1=NN(C(=C1)C)C(C(=O)OC)C